5-(azetidin-3-yl)-N,N-dimethylpyrimidin-4-amine N1CC(C1)C=1C(=NC=NC1)N(C)C